F[C@@H]1[C@@H](C1)C(=O)NC1=CC=C2C(=N1)N(C=C2C=2C(=CC=1N(C2)C=NN1)OC)COCC[Si](C)(C)C (1S,2S)-2-fluoro-N-(3-[7-methoxy-[1,2,4]triazolo[4,3-a]pyridin-6-yl]-1-[[2-(trimethylsilyl)ethoxy]methyl]pyrrolo[2,3-b]pyridin-6-yl)cyclopropane-1-carboxamide